ClC=1C=C(C=CC1)NC(C(=O)N[C@H](C(N[C@@H](C[C@H]1C(NCC1)=O)C(COC1=C(C(=CC(=C1F)F)F)F)=O)=O)CC(C)C)=O N1-(3-chlorophenyl)-N2-((S)-4-methyl-1-oxo-1-(((S)-3-oxo-1-((S)-2-oxopyrrolidin-3-yl)-4-(2,3,5,6-tetrafluorophenoxy)butan-2-yl)amino)pentan-2-yl)oxalamide